3-(2-chloropyrimidin-4-yl)oxazolidin-2-one ClC1=NC=CC(=N1)N1C(OCC1)=O